O[C@H]1[C@@H](O)[C@H](O)[C@H](O)CO1 beta-D-arabinose